Cl.Cl.N[C@@H]1CN(C[C@@H](C1)C)C1=C(C=NC=C1)NC(=O)C=1C(=C(C(=CC1)F)C1=C(C=C(C=C1)F)F)F N-(4-((3S,5R)-3-amino-5-methylpiperidin-1-yl)pyridin-3-yl)-2,2',4',6-tetrafluoro-[1,1'-biphenyl]-3-carboxamide dihydrochloride